TRIAZOLEBENZAMIDE N1N=NC(=C1)C1=CC=CC=C1C(=O)N